C(C)(C)(C)OC(=O)N1CC(C1)C=1C=NC(=CC1)OC 3-(6-methoxypyridin-3-yl)azetidine-1-carboxylic acid tert-butyl ester